Cl.CNCC1=NC(=CC2=C1CN(C2=O)C2=NC(=CC=C2)C2=NN=CN2CCC)N(C(C)C)C 4-[(methylamino)methyl]-6-[methyl(propan-2-yl)amino]-2-[6-(4-propyl-4H-1,2,4-triazol-3-yl)pyridin-2-yl]-2,3-dihydro-1H-pyrrolo[3,4-c]pyridin-1-one, hydrochloride